N-(2,2-difluoropropyl)-2-azaspiro[3.3]Heptane-6-amine FC(CNC1CC2(CNC2)C1)(C)F